hexanoic acid (caproate) C(CCCCC)(=O)O.C(CCCCC)(=O)O